O=C[C@H](O)[C@H](O)[C@H](O)[C@H](O)C(=O)N alluronamide